FC1(C(CNCC1)CCOC=1C=C(CC2=CC(=CC(=N2)C(=O)N([C@@H]2[C@H](C2)C)C)C(=O)N)C=CC1)F 6-(3-(2-(4,4-difluoropiperidin-3-yl)ethoxy)benzyl)-N-methyl-N-((1S,2S)-2-methylcyclopropyl)pyridine-2,4-dicarboxamide